syn-p-methylsulfonyl-phenylserine CS(=O)(=O)C1=CC=C(C=C1)N[C@@H](CO)C(=O)O